C(CCCCCC\C=C\C=C\C)O (8e,10e)-8,10-dodecadien-1-ol